C(C)(=O)OC=1C(=NC=CC1OC)C(=O)N[C@H](C(=O)OC1C(CC1)(C1=CC=C(C=C1)C)C1=CC=C(C=C1)C)C [2,2-bis(p-tolyl)cyclobutyl] (2S)-2-[(3-acetoxy-4-methoxy-pyridine-2-carbonyl)amino]propanoate